COC=1N=C2C(=CC=NC2=CC1OC)OC1=C(C=C(C=C1)NC(=O)C=1N=NC(=C(C1NC)C1=CC=C(C=C1)F)C)F N-[4-[(6,7-Dimethoxy-1,5-naphthyridin-4-yl)oxy]-3-fluorophenyl]-5-(4-fluorophenyl)-6-methyl-4-(methylamino)pyridazine-3-carboxamide